ls-1,4-diiodobenzene IC1=CC=C(C=C1)I